FN1C2(CN(CC1CC2)C2=CC=NC=C2)C 8-fluoro-4-(1-methyl-3,8-diazabicyclo[3.2.1]oct-3-yl)pyridine